(Z)-3-(4-bromo-1-methyl-1H-pyrazol-5-yl)-2-(3-chloro-5-fluorophenyl)acrylonitrile BrC=1C=NN(C1\C=C(/C#N)\C1=CC(=CC(=C1)F)Cl)C